2,4-di-tert-butyl-ortho-phosphinophenol C(C)(C)(C)C1(C(C=CC(=C1)C(C)(C)C)O)P